NC1=C(C(=CC=2SC(=CC21)C(C[C@H](C(=O)O)CC)=O)OC)O (R)-4-(4-amino-5-hydroxy-6-methoxybenzo[b]thiophen-2-yl)-2-ethyl-4-oxobutanoic acid